NC(CCN(C(C(CC)Cl)=O)NC(=O)[C@H](CC(C)C)NC(OCC1=CC=CC=C1)=O)=O Benzyl N-[(1S)-1-[[(3-amino-3-oxo-propyl)-(2-chlorobutanoyl)amino]carbamoyl]-3-methyl-butyl]carbamate